C1(CC1)C=1C=C(C=CC1)N1C(N(CC1=O)C1=CC=C(C=C1)OC1=CC=NC2=CC(=C(C=C12)OC)OC)=O 3-(3-cyclopropylphenyl)-1-{4-[(6,7-dimethoxy-4-quinolinyl)oxy]phenyl}-2,4-imidazolidinedione